3-(4-((2-tert-Butylimidazol-1-yl)methyl)-3-fluorophenyl)-5-isobutyl-thiophene-2-sulfonamide C(C)(C)(C)C=1N(C=CN1)CC1=C(C=C(C=C1)C1=C(SC(=C1)CC(C)C)S(=O)(=O)N)F